C12COCC(CC1)N2C2=CC=C(C=C2)[C@@H]2N([C@H](CC1=C2NC2=CC=CC=C12)CCCC)C(C#C)=O 1-((1S,3S)-1-(4-(3-oxa-8-azabicyclo[3.2.1]octan-8-yl)phenyl)-3-butyl-1,3,4,9-tetrahydro-2H-pyrido[3,4-b]indol-2-yl)prop-2-yn-1-one